BrC1=C2CN(C(C2=CC=C1)=O)C1C(NC(CC1)=O)=O 3-(4-Bromo-1-oxoisoindol-2-yl)piperidine-2,6-dione